NC=1C(N(C=CC1)[C@H]1[C@H](C1)F)=O |r| Cis-rac-3-amino-1-(2-fluorocyclopropyl)pyridin-2(1H)-one